C(C)(C)(C)N1N=CC(=C1)NC(CC1=CC(=C(OC2=CC=NC3=CC(=C(C=C23)C(=O)OC)F)C=C1)C)=O methyl 4-(4-(2-((1-(tert-butyl)-1H-pyrazol-4-yl)amino)-2-oxoethyl)-2-methylphenoxy)-7-fluoroquinoline-6-carboxylate